ClC1=C(C=C(C=2C3=C(NC12)[C@H](CNC(C3)=O)CC(C)(F)F)CC#N)Cl (S)-2-(7,8-Dichloro-5-(2,2-difluoropropyl)-2-oxo-1,2,3,4,5,6-hexahydroazepino[4,5-b]indol-10-yl)acetonitrile